2-amino-3-(3-hydroxyphenyl)propanoic acid NC(C(=O)O)CC1=CC(=CC=C1)O